6-nitro-4-(4-(trifluoromethoxy)phenyl)benzo[d]oxazole [N+](=O)([O-])C1=CC2=C(N=CO2)C(=C1)C1=CC=C(C=C1)OC(F)(F)F